ethyl 2-[4-[5-[(1R)-1-[[(S)-tert-butylsulfinyl]amino]ethyl]-2,3-dimethoxy-phenyl]pyrazol-1-yl]acetate C(C)(C)(C)[S@](=O)N[C@H](C)C=1C=C(C(=C(C1)C=1C=NN(C1)CC(=O)OCC)OC)OC